racemic-3-hydroxyisobutyrate OC[C@H](C(=O)[O-])C |r|